dibenzoyl phenyl phosphate P(=O)(OC(C1=CC=CC=C1)=O)(OC(C1=CC=CC=C1)=O)OC1=CC=CC=C1